CC1=NC2=CC=C(C=C2C(=C1)C1=CC=CC=C1)C 2,6-dimethyl-4-phenylquinoline